5-(4-cyclohexylphenyl)-3-[(2S,3S)-3-(fluoromethyl)-2-methyl-azetidine-1-carbonyl]-2-pyrazin-2-yl-4H-pyrazolo[1,5-a]Pyrimidin-7-one C1(CCCCC1)C1=CC=C(C=C1)C=1NC=2N(C(C1)=O)N=C(C2C(=O)N2[C@H]([C@H](C2)CF)C)C2=NC=CN=C2